ClC=1C(NC2=CC(=CC=C2N1)Cl)=O 3,7-Dichloro-2-oxoquinoxaline